3-(t-butoxycarbonylamino)propyl bromide C(C)(C)(C)OC(=O)NCCCBr